(R)-6-(3-(2-bromophenyl)piperazin-1-yl)-N4-cyclopropylpyrimidine-2,4-diamine BrC1=C(C=CC=C1)[C@@H]1CN(CCN1)C1=CC(=NC(=N1)N)NC1CC1